N-octadecenylpropane-1,3-diamine C(=CCCCCCCCCCCCCCCCC)NCCCN